C12(CC(C1)C2)NS(=O)(=O)C=2C(=C(N(C2C)C)C(=O)O)C 4-(N-(bicyclo[1.1.1]pentan-1-yl)sulfamoyl)-1,3,5-trimethyl-1H-pyrrole-2-carboxylic acid